(benzyloxy)-6-(thiazol-4-yl)-3,4-dihydroisoquinoline-2(1H)-carboxylic acid tert-butyl ester C(C)(C)(C)OC(=O)N1C(C2=CC=C(C=C2CC1)C=1N=CSC1)OCC1=CC=CC=C1